CN1CCC(CC1)NC(OC1=C(C=C(C=C1OC)\C=C/1\C(=C(C2=CC(=CC=C12)F)CC(=O)NCC=1OC=CC1)C)OC)=O (Z)-4-((5-fluoro-3-(2-((furan-2-ylmethyl)amino)-2-oxoethyl)-2-methyl-1H-inden-1-ylidene)methyl)-2,6-dimethoxyphenyl (1-methylpiperidin-4-yl)carbamate